CC1=CC=C(C=C1)S(=O)(=O)N=CN1CCOCC1 4-methyl-N-(morpholinomethylene)benzenesulfonamide